bis-nonyl-dimethyl-ammonium bromide [Br-].C(CCCCCCCC)[N+](C)(C)CCCCCCCCC